ClC1=CC=C2C(=N1)CCOC2 2-chloro-7,8-dihydro-5H-pyrano[4,3-b]pyridine